6-(1-((2,3-dihydrobenzofuran-5-yl)sulfonyl)piperidin-4-yl)imidazo[1,2-b]pyridazine O1CCC2=C1C=CC(=C2)S(=O)(=O)N2CCC(CC2)C=2C=CC=1N(N2)C=CN1